((((trans)-4-hydroxycyclohexyl)amino)methyl)-2-phenyl-2,3-dihydrobenzofuran-5-carbonitrile O[C@@H]1CC[C@H](CC1)NCC1(OC2=C(C1)C=C(C=C2)C#N)C2=CC=CC=C2